2-bromo-1-pyrazolo[1,5-a]pyridin-5-yl-ethanone BrCC(=O)C1=CC=2N(C=C1)N=CC2